4-((R)-3,3-dimethylbutan-2-ylamino)-2-((1r,4R)-4-ethoxycyclohexylamino)pyrimidine-5-carboxamide CC([C@@H](C)NC1=NC(=NC=C1C(=O)N)NC1CCC(CC1)OCC)(C)C